2,5-difluoro-3-methyl-aniline FC1=C(N)C=C(C=C1C)F